N-((2-methylbenzo[d]thiazol-5-yl)methyl)methanesulfonamide CC=1SC2=C(N1)C=C(C=C2)CNS(=O)(=O)C